[C@H]12OC[C@H](N(C1)C(=O)C1=C(C=CC(=C1)C1=C3C(=NC=C1)C=C(O3)C=3C=NC(=CC3)S(=O)(=O)C)F)C2 ((1R,4R)-2-oxa-5-azabicyclo[2.2.1]heptan-5-yl)(2-fluoro-5-(2-(6-(methylsulfonyl)pyridin-3-yl)furo[3,2-b]pyridin-7-yl)phenyl)methanone